1-[3-(4-tetrahydropyran-2-yl-1,2,4-triazol-3-yl)phenyl]pyrazolo[3,4-b]pyridine-5-thiol O1C(CCCC1)N1C(=NN=C1)C=1C=C(C=CC1)N1N=CC=2C1=NC=C(C2)S